C(C=C)(=O)OCC1(COC1)CC 3-ethyloxetan-3-ylmethyl acrylate